C(CCC)C1=NC=2C(=C(N=NC2N)\C=C\C(C)C)N1CC1=CC=C(C=C1)OC (E)-2-butyl-1-(4-methoxybenzyl)-7-(3-methylbut-1-en-1-yl)-1H-imidazo[4,5-d]pyridazin-4-amine